4-(3-((2-((4-(4-methylpiperazin-1-yl)-2-(trifluoromethyl)phenyl)amino)-5-(trifluoromethyl)pyrimidin-4-yl)amino)propyl)-1,4-oxazepan-5-one CN1CCN(CC1)C1=CC(=C(C=C1)NC1=NC=C(C(=N1)NCCCN1CCOCCC1=O)C(F)(F)F)C(F)(F)F